ClC=1C=NC(=C(C(=O)NC2CCC(CC2)CN2C(C(C=3C2=NC=CC3)(O)C3=C(C(=CC=C3)F)F)=O)C1)C(F)F 5-chloro-2-(difluoromethyl)-N-((1r,4r)-4-((3-(2,3-difluorophenyl)-3-hydroxy-2-oxo-2,3-dihydro-1H-pyrrolo[2,3-b]pyridin-1-yl)methyl)cyclohexyl)nicotinamide